FC1=C(C=CC(=C1F)C)C(C)=O 1-(2,3-difluoro-4-methylphenyl)ethanone